(tert-butyl 4-(6-methoxy-4-oxo-3,4-dihydro-phthalazin-1-yl) benzyl) carbamate C(N)(OC(C1=CC=C(C=C1)C1=NNC(C2=CC(=CC=C12)OC)=O)C(C)(C)C)=O